(S)-methyl 2-(4-cyclopropyl-3-(2-(azetidin-1-yl) ethyl)-6-oxopyridazin-1(6H)-yl)-4-methylpentanoate C1(CC1)C=1C(=NN(C(C1)=O)[C@H](C(=O)OC)CC(C)C)CCN1CCC1